NC1=C(C=CC(=C1)NCC1=CC=C(C=C1)C(F)(F)F)NS(=O)(=O)C1CCCCC1 N-(2-amino-4-((4-(trifluoromethyl)benzyl)amino)phenyl)cyclohexanesulfonamide